Zingerone O=C(C)CCC1=CC(OC)=C(O)C=C1